BrC=1C(=CC(=C(NC(CC(=O)OCC)=O)C1)C)F ethyl 3-(5-bromo-4-fluoro-2-methyl-anilino)-3-oxo-propanoate